C(=O)(OC(C)(C)C)NCCOCCOCCN N-Boc-2,2'-(ethylenedioxy)bis(ethylamine)